ClC1=CC=C(C=C1)C=1C(=C(C(N(N1)C=1C=NC=CC1)=O)C(=O)N)C1C(CC1)O (+)-6-(4-Chlorophenyl)-N-cis-2-hydroxycyclobutyl-3-oxo-2-(pyridin-3-yl)-2,3-dihydropyridazine-4-carboxamide